C(C1CO1)OC(C=1C(C(=O)OCC2CO2)=C(C(=C(C1Cl)Cl)Cl)Cl)=O 3,4,5,6-tetrachlorophthalic acid diglycidyl ester